Bornyl Diphosphate O(P([O-])(=O)OP(=O)([O-])[O-])C1C2(CCC(C1)C2(C)C)C